(1R,3S)-3-(3-{[(1-methyl-1H-pyrazol-4-yl)acetyl]amino}-1H-pyrazol-5-yl)cyclopentyl [(2S,3R)-3-fluorobutan-2-yl]carbamate F[C@@H]([C@H](C)NC(O[C@H]1C[C@H](CC1)C1=CC(=NN1)NC(CC=1C=NN(C1)C)=O)=O)C